[O-2].[Cr+3].[Mn+2] manganese-chromium oxide